ClC=1C=CC=C2C(N(C=3N(C12)C(NN3)=S)CCC)=O 9-chloro-4-propyl-1-thioxo-2,4-dihydro-[1,2,4]triazolo[4,3-a]quinazolin-5(1H)-one